2-(2-amino-6-(piperidin-4-ylamino)-9H-purin-9-yl)-N-(1-ethyl-3-methyl-1H-pyrazol-5-yl)acetamide NC1=NC(=C2N=CN(C2=N1)CC(=O)NC1=CC(=NN1CC)C)NC1CCNCC1